N1=CC=C(C=C1)C1=CC2=CC=C(C=C2C=C1)C1=CC=NC=C1 2,6-di(pyridin-4-yl)naphthalene